1-(4-benzoyl-3,4-dihydroquinoxalin-1(2H)-yl)-2-(piperidin-1-yl)ethane-1-one C(C1=CC=CC=C1)(=O)N1CCN(C2=CC=CC=C12)C(CN1CCCCC1)=O